CC=1C(C1)COC(=O)NCCCCCC(=O)OC1=C(C=CC=C1)P(C1=CC=CC=C1)C1=CC=CC=C1 2-(diphenylphosphanyl)phenyl 6-((((2-methylcycloprop-2-ene-1-yl)methoxy)carbonyl)amino)hexanoate